C(CCCCCCC)OC1=CSC=C1OCCCCCCCC 3,4-bis(octyloxy)thiophene